1,2-di-(9Z-octadecenyl)-sn-glycerol C(=CCCCCCCCCCCCCCCCC)OC[C@@H](OC=CCCCCCCCCCCCCCCCC)CO